ClC1=CC(=NC(=N1)N1CCOCC1)N[C@@H](CO)C (R)-2-((6-chloro-2-morpholinopyrimidin-4-yl)amino)propan-1-ol